(S)-N-((3-(4-(1,1-dioxido-1,4-thiazepan-4-yl)-3-fluorophenyl)-2-oxooxazolidin-5-yl)methyl)butanamide O=S1(CCN(CCC1)C1=C(C=C(C=C1)N1C(O[C@H](C1)CNC(CCC)=O)=O)F)=O